CON(C(=O)NCC1=CC=C(C=C1)C1=NOC(=N1)C(F)(F)F)C N-methoxy-N-methyl-N'-({4-[5-(trifluoromethyl)-1,2,4-oxadiazol-3-yl]phenyl}methyl)urea